3-amino-N-carbamimidoyl-6-(4-fluorophenyl)-5-(pyrrolidin-1-yl)pyrazine-2-carboxamide hydrochloride Cl.NC=1C(=NC(=C(N1)N1CCCC1)C1=CC=C(C=C1)F)C(=O)NC(N)=N